FC(C1=NN=C(O1)C=1C=C(C=C(C1)F)C=1N(C=CN1)CC(=O)N1CCCC1)F 2-(2-{3-[5-(difluoromethyl)-1,3,4-oxadiazol-2-yl]-5-fluorophenyl}-1H-imidazol-1-yl)-1-(pyrrolidin-1-yl)ethan-1-one